C(#N)C=1C=C(C2=C(N(C(=N2)C=2N3C(CN(C4=CC=CC(C2)=C34)C(=O)OC(C)(C)C)CC)CC#C)C1)F tert-butyl 2-(6-cyano-4-fluoro-1-prop-2-ynyl-benzimidazol-2-yl)-11-ethyl-1,9-diazatricyclo[6.3.1.04,12]dodeca-2,4(12),5,7-tetraene-9-carboxylate